N-((6R,7R)-2-benzyl-7-hydroxy-1-isopropyl-2-azaspiro[3.4]octan-6-yl)-4-(trifluoromethoxy)benzenesulfonamide C(C1=CC=CC=C1)N1C(C2(C1)C[C@H]([C@@H](C2)O)NS(=O)(=O)C2=CC=C(C=C2)OC(F)(F)F)C(C)C